OCCN1CCOCC1 4-[2-hydroxyethyl]morpholine